[C@@H]12[C@@H](C[C@@H](CC1)C2)NC(CN2C(C(=CC=C2)NC([C@H](CCC(C(=O)NC)=O)NC(=O)C2=C(N=C(S2)C(F)(F)F)C)=O)=O)=O (2S)-N1-(1-(2-((1R,2R,4S)-Bicyclo[2.2.1]heptan-2-ylamino)-2-oxoethyl)-2-oxo-1,2-dihydropyridin-3-yl)-N6-methyl-2-(4-methyl-2-(trifluoromethyl)thiazol-5-carboxamido)-5-oxohexandiamid